C(#N)[C@@H](C[C@H]1C(NCCC1)=O)NC(=O)[C@@H]1N([C@H]2CC([C@@H]1CC2)(F)F)C([C@@H](CC2CC2)NC=2C=NN(C2)C)=O (1R,3R,4R)-N-((R)-1-cyano-2-((S)-2-oxopiperidin-3-yl)ethyl)-2-((R)-3-cyclopropyl-2-((1-methyl-1H-pyrazol-4-yl)amino)propanoyl)-5,5-difluoro-2-azabicyclo[2.2.2]octane-3-carboxamide